3-(2-(2-((2-(2,6-dioxopiperidin-3-yl)-1-oxoisoindolin-4-yl)amino)ethoxy)ethoxy)propanoic acid O=C1NC(CCC1N1C(C2=CC=CC(=C2C1)NCCOCCOCCC(=O)O)=O)=O